CC(=O)OC[C@@H]1[C@H]([C@@H]([C@H]([C@@H](O1)OC2=C(C=C3C(=C2)OC=C(C3=O)C4=CC=C(C=C4)O)OC)O)O)O The molecule is a glycosyloxyisoflavone that is glycitin carrying an acetyl substituent at position 6 on the glucose moiety. It has a role as a plant metabolite. It is an acetate ester, a glycosyloxyisoflavone, a hydroxyisoflavone, a methoxyisoflavone, a monosaccharide derivative, a beta-D-glucoside and an O-acyl carbohydrate. It derives from a glycitin.